4,6-dichloropyrimidine-2-carboxylic acid ethyl ester C(C)OC(=O)C1=NC(=CC(=N1)Cl)Cl